C(C)C(C(=O)O)CCCC ethyl-n-hexanoic acid